Cl.OC1=C(C=C(C(=C1)O)C(C)C)C(=O)N1CC2=CC=C(C=C2C1)CN1CCNCC1 (2,4-dihydroxy-5-isopropylphenyl)(5-(piperazine-1-ylmethyl)isoindolin-2-yl)methanone hydrochloride